C(CCCCCCCC)C1=CC=C(C=C1)OB(O)O 4-nonylphenyl-boric acid